O.C(C)(=O)N[C@@H]1[C@H](C=C(O[C@H]1[C@@H]([C@@H](CO)O)O)C(=O)O)NC(=N)N (+)-(4S,5R,6R)-5-acetylamino-4-guanidino-6-[(1R,2R)-1,2,3-trihydroxypropyl]-5,6-dihydro-4H-pyran-2-carboxylic acid hydrate